NC1=NC=C(C2=C1C(=NN2[C@@H]2CN(CC2)C(C=C)=O)C#CC2=C(C(=CC(=C2F)OC)OC)F)[C@@H](C)O 1-((S)-3-(4-amino-3-((2,6-difluoro-3,5-dimethoxyphenyl)ethynyl)-7-((R)-1-hydroxyethyl)-1H-pyrazolo[4,3-c]pyridin-1-yl)pyrrolidin-1-yl)prop-2-en-1-one